N-(2-((5-cyano-4-(cyclohexylamino)pyrimidin-2-yl)amino)-3-methylphenyl)acrylamide C(#N)C=1C(=NC(=NC1)NC1=C(C=CC=C1C)NC(C=C)=O)NC1CCCCC1